2-aminoethyl (S)-6-diazo-2-((R)-2-methoxypropanamido)-5-oxohexanoate [N+](=[N-])=CC(CC[C@@H](C(=O)OCCN)NC([C@@H](C)OC)=O)=O